C(=C)C1=CC2=C(C=C2)C=C1 4-vinylbenzo-cyclobutene